COC1=CC=C(C=C1)C1=C2C(=C(N=N1)NC1CN(CCC1)C)C=NC=C2 1-(4-methoxyphenyl)-N-(1-methylpiperidin-3-yl)pyrido[3,4-d]pyridazin-4-amine